2-methyl-2,3-dihydropyrazolo[5,1-b]oxazole tert-Butyl-2-[({4-[(tert-butoxycarbonyl)amino]-2-methoxypyridin-3-yl}methyl)amino]acetate C(C)(C)(C)OC(CNCC=1C(=NC=CC1NC(=O)OC(C)(C)C)OC)=O.CC1CN2C(O1)=CC=N2